1-(4-fluorophenyl)-N-[4-[[6-methoxy-7-(2-methoxyethoxy)-1,5-naphthyridin-4-yl]oxy]phenyl]-4-methyl-2-oxopyridine-3-carboxamide FC1=CC=C(C=C1)N1C(C(=C(C=C1)C)C(=O)NC1=CC=C(C=C1)OC1=CC=NC2=CC(=C(N=C12)OC)OCCOC)=O